3,3-dimethyl-1,2,3,5,6,7-hexahydrocyclopenta[b]pyrrolo[2,3-e]pyridine CC1(CNC=2C=C3C(=NC21)CCC3)C